1-(3-cyclopropoxy-4-(((6-(piperidin-4-yl)pyridin-2-yl)oxy)methyl)-phenyl)ethan-1-one C1(CC1)OC=1C=C(C=CC1COC1=NC(=CC=C1)C1CCNCC1)C(C)=O